FC1=CC=CC=2C(=N[C@@H](C(NC21)=O)NC(=O)C=2C(=NN1C2OC[C@H](C1)CO)C1=C(C=CC=C1)F)C1=CC=CC=C1 (6R)-N-[(3S)-9-fluoro-2-oxo-5-phenyl-1,3-dihydro-1,4-benzodiazepine-3-yl]-2-(2-fluorophenyl)-6-(hydroxymethyl)-6,7-dihydro-5H-pyrazolo[5,1-b][1,3]Oxazine-3-carboxamide